C(C(=C)C)(=O)OC(C)(CCC(C)(OC(C(=C)C)=O)C)C 2,5-dimethyl-2,5-hexanediol dimethacrylate